OCC=1C=C(C=CC1)NC=1N=C(N=NC1C(=O)N)NC1=C(C=C2CCN(CC2=C1)C)OC ((3-(hydroxymethyl)phenyl)amino)-3-((6-methoxy-2-methyl-1,2,3,4-tetrahydroisoquinolin-7-yl)amino)-1,2,4-triazine-6-carboxamide